CC=1N=C(N(C1)C(=O)NCC#CCC1=CC=CC=C1)OCCN1CCOCC1 methyl-2-(2-morpholinoethoxy)-N-(4-phenylbut-2-ynyl)-1H-imidazole-1-carboxamide